2-bromo-8-phenyl-6,8-dihydro-5H-[1,2,4]Triazolo[5,1-c][1,4]Oxazine BrC1=NN2C(C(OCC2)C2=CC=CC=C2)=N1